FC(C1=C(C=CC=C1)C1=C(C=CC=C1)C(F)(F)F)(F)F 2,2'-bistrifluoromethyl-biphenyl